C[Si](C1=CC(=CC=C1)C=C)(Cl)C Dimethylchloro(3-vinylphenyl)silane